C(C)(C)(C)OC(=O)N1C[C@H](C[C@H](C1)CC#N)N(C=1C2=C(N=CN1)N(C=C2)C(C2=CC=CC=C2)(C2=CC=CC=C2)C2=CC=CC=C2)C(=O)OC(C)(C)C |r| Cis-racemic-tert-butyl-3-((tert-butoxycarbonyl)(7-trityl-7H-pyrrolo[2,3-d]pyrimidin-4-yl)amino)-5-(cyanomethyl)piperidine-1-carboxylate